2'-(dimethylamino)-[1,1'-biphenyl]-4-carboxylic acid CN(C1=C(C=CC=C1)C1=CC=C(C=C1)C(=O)O)C